(5S,7S)-7-fluoro-2-(4-methylsulfonylpyrazol-1-yl)-5-phenyl-6,7-dihydro-5H-pyrrolo[1,2-b][1,2,4]triazole F[C@H]1C[C@H](N2N=C(N=C21)N2N=CC(=C2)S(=O)(=O)C)C2=CC=CC=C2